ClC1=NNC(C(=C1)[C@H](C)N1N=C(C(=C1)NC(=O)[C@H](C(C1CC1)C1CC1)NC(=O)C=1N(N=CC1)[C@H](CF)C)F)=O N-[(1S)-1-[[1-[(1S)-1-(3-chloro-6-oxo-1H-pyridazin-5-yl)ethyl]-3-fluoro-pyrazol-4-yl]carbamoyl]-2,2-dicyclopropyl-ethyl]-2-[(1S)-2-fluoro-1-methyl-ethyl]pyrazole-3-carboxamide